(1S,2R)-1-(2-chlorophenyl)-N1-methyl-N2-(3-(4-methylpiperazin-1-yl)propyl)-cyclohexane-1,2-diamine tetrahydrochloride Cl.Cl.Cl.Cl.ClC1=C(C=CC=C1)[C@@]1([C@@H](CCCC1)NCCCN1CCN(CC1)C)NC